C(C)OC(CN1N=C(C2=C(C1=O)C=C(O2)N(C)C(=O)OC(C)(C)C)C(C)C)=O 2-[2-[tert-butoxycarbonyl-(methyl)amino]-7-isopropyl-4-oxo-furo[2,3-d]pyridazin-5-yl]acetic acid ethyl ester